C(CCC)[P+](CCCC)(CCCC)CCCC.OCCOC(=O)C=1C=C(C=CC1)S(=O)(=O)[O-] 3-(β-hydroxyethoxycarbonyl)benzenesulfonic acid tetrabutylphosphonium salt